CC=1SC(=CC1C(=O)NC1=NC(=NS1)CC(C)O)C1=CC(=CC=C1)OC 2-methyl-5-(3-methoxyphenyl)-N-(3-(2-hydroxypropyl)-1,2,4-thiadiazol-5-yl)thiophene-3-carboxamide